C1(=CC=CC=C1)/C=1/C(=O)OC(\C1\C1=CC=CC=C1)=O 2,3-Diphenyl-maleic anhydride